C1(CCCCC1)C=1N=NN(N1)C1CCN(CC1)C(CC1=NON=C1C)=O 1-(4-(5-cyclohexyl-2H-tetrazol-2-yl)piperidin-1-yl)-2-(4-methyl-1,2,5-oxadiazol-3-yl)ethan-1-one